FC1(CCN2C1=NC(=C2)C=2C=CC(=NC2C)N[C@@H]2CN(CC21CC1)C(C(C)C1=CC(=NC=C1F)OC)=O)F 1-((S)-7-((5-(7,7-difluoro-6,7-dihydro-5H-pyrrolo[1,2-a]imidazol-2-yl)-6-methylpyridin-2-yl)amino)-5-azaspiro[2.4]hept-5-yl)-2-(5-fluoro-2-methoxypyridin-4-yl)propan-1-one